2-(3-(cyclopentyloxy)-5-(3-((4-methyl-4H-1,2,4-triazol-3-yl)methyl)oxetan-3-yl)phenyl)-6-(((1-methylcyclobutyl)amino)methyl)-4-(trifluoromethyl)isoindolin-1-one C1(CCCC1)OC=1C=C(C=C(C1)C1(COC1)CC1=NN=CN1C)N1C(C2=CC(=CC(=C2C1)C(F)(F)F)CNC1(CCC1)C)=O